NC=1CC(=CC2=C(N1)C=NC=C2)C(=O)N(OCCNC(NCCOCCOCCOCCOCCOCCOCCOCCOCCOCCOCCNC(OC(C)(C)C)=O)=O)CCC tert-butyl (39-(2-amino-3H-pyrido[3,4-b]azepine-4-carbonyl)-34-oxo-3,6,9,12,15,18,21,24,27,30,38-undecaoxa-33,35,39-triazadotetracontyl)carbamate